N-(2,3-dihydro-1,4-benzodioxin-6-yl)benzamide O1CCOC2=C1C=CC(=C2)NC(C2=CC=CC=C2)=O